5-Methyl-N-(5-(4-(pyridin-2-yl)piperazin-1-yl)pyrazin-2-yl)picolinamid CC=1C=CC(=NC1)C(=O)NC1=NC=C(N=C1)N1CCN(CC1)C1=NC=CC=C1